4-((3S,6S,10aS)-6-amino-5-oxodecahydropyrrolo[1,2-a]azocine-3-carbonyl)-6-(5-(difluoromethyl)pyridin-3-yl)-4,6-diazaspiro[2.4]heptane-5,7-dione N[C@H]1CCCC[C@@H]2N(C1=O)[C@@H](CC2)C(=O)N2C1(CC1)C(N(C2=O)C=2C=NC=C(C2)C(F)F)=O